7-(3-hydroxyazetidin-1-yl)-5-methyl-4-oxo-1-(1,3-thiazol-2-yl)-1,4-dihydro-1,8-naphthyridine-3-carboxylic acid OC1CN(C1)C1=CC(=C2C(C(=CN(C2=N1)C=1SC=CN1)C(=O)O)=O)C